N=1C=NN2C1C=C(C=C2)OC2=CC(=C(C=C2C)NC2=NC=NC1=CC(=CC(=C21)OC2C(CNCC2)(F)F)OC)OC N-(4-([1,2,4]Triazolo[1,5-a]pyridin-7-yloxy)-2-methoxy-5-methylphenyl)-5-((3,3-difluoropiperidin-4-yl)oxy)-7-methoxyquinazolin-4-amine